FC(C=1C(=C(C=CC1)[C@@H](C)NC=1C2=C(N=C(N1)C)N=C(C(=C2)C#CC(C)(O)C)N2CCCC2)F)F (R)-4-(4-(1-(3-(difluoromethyl)-2-fluorophenyl)ethylamino)-2-methyl-7-(pyrrolidin-1-yl)pyrido[2,3-d]pyrimidin-6-yl)-2-methylbut-3-yn-2-ol